BrC=1C(=NC(=NC1)NC1=C(C=C(C(=C1)OC)N1CCOCC1)C)NC=1C(=C2C=CC(=NC2=CC1)C1CC1)P(C)C (6-((5-bromo-2-((5-methoxy-2-methyl-4-morpholinophenyl)amino)pyrimidin-4-yl)amino)-2-cyclopropylquinolin-5-yl)dimethylphosphine